7-(bromomethyl)-2-chloro-6-fluoroquinoline BrCC1=C(C=C2C=CC(=NC2=C1)Cl)F